FC1=C(C=CC2=C1OC(N(C21COC1)CC1=C(C(=CC=C1)NS(NC)(=O)=O)F)=O)OC=1N=NC=CC1 8-fluoro-3-({2-fluoro-3-[(methylsulfamoyl)amino]phenyl}methyl)-7-(pyridazin-3-yloxy)-2,3-dihydrospiro[1,3-benzoxazine-4,3'-oxetan]-2-one